para-phenylenediamine azide [N-]=[N+]=[N-].C1(=CC=C(C=C1)N)N